(2-oxa-6-azaspiro[3.3]heptan-6-yl)(4-(7-(2-(2-((tetrahydro-2H-pyran-2-yl)oxy)propan-2-yl)pyridin-4-yl)furo[3,2-b]pyridin-2-yl)phenyl)methanone C1OCC12CN(C2)C(=O)C2=CC=C(C=C2)C2=CC1=NC=CC(=C1O2)C2=CC(=NC=C2)C(C)(C)OC2OCCCC2